OCCCCN(CCCCCCNC(OC(CCCCCCCC)CCCCCCCC)=O)CCCCCCNC(=O)OCCCCCCCCCCC Heptadecan-9-yl (6-((4-hydroxybutyl)(6-(((undecyloxy)carbonyl)amino)hexyl)-amino)hexyl)carbamate